FC=1C(=C(C=C(C1)F)CNC(=O)C=1C(=NC(=C(C1)C=1C=CC=2N(N1)C=C(N2)NC(CO)=O)C)C)O[C@@H]2COCC2 N-({3,5-difluoro-2-[(3S)-oxolan-3-yloxy]phenyl}methyl)-5-[2-(2-hydroxy-acetamido)imidazo[1,2-b]pyridazin-6-yl]-2,6-dimethylpyridine-3-carboxamide